F[P-](F)(F)(F)(F)F.O(C1=CC=CC=C1)C1=CC=C(C=C1)[S+](C1=CC=C(C=C1)OC1=CC=CC=C1)C1=CC=C(C=C1)OC1=CC=CC=C1 tris(4-phenoxyphenyl)sulfonium hexafluorophosphate